2-bromophenylethylamine bromide [Br-].BrC1=C(C=CC=C1)CCN